O1N=C(C=C1)O isoOxazol-3-ol